Didocosahexaenoyl-Methanol C(C=CC=CC=CC=CC=CC=CCCCCCCCCC)(=O)C(O)C(C=CC=CC=CC=CC=CC=CCCCCCCCCC)=O